N-nitroimidazolidine-2-monoamine [N+](=O)([O-])NC1NCCN1